(S)-2-(6-chloro-1-cyclopropoxy-2,7-naphthyridin-4-yl)butan-2-ol ClC=1C=C2C(=CN=C(C2=CN1)OC1CC1)[C@](C)(CC)O